2-Thio-pseudouridine [C@@H]1([C@H](O)[C@H](O)[C@@H](CO)O1)C1=CNC(=S)NC1=O